CC1=C(C=CC=C1NC(C1=NC=C(C(=C1)OC)CN1C[C@@H](CC1)O)=O)C1=C(C(=CC=C1)NC(C1=NC=C(C(=C1)OC)CN1C[C@@H](CC1)O)=O)C N,N'-(2,2'-dimethyl-[1,1'-biphenyl]-3,3'-diyl)bis(5-(((R)-3-hydroxypyrrolidin-1-yl)methyl)-4-methoxypicolinamide)